Methyl (R)-4-((3R,5R,6S,8S,9S,10R,13R,14S,17R)-3,6-dihydroxy-10,13-dimethylhexadecahydro-1H-cyclopenta[a]phenanthren-17-yl)pentanoate O[C@@H]1CC[C@@]2([C@H]3CC[C@@]4([C@H](CC[C@H]4[C@@H]3C[C@@H]([C@@H]2C1)O)[C@@H](CCC(=O)OC)C)C)C